ClC=1C(=CC2=C(N=C(S2)C)C1)Cl 5,6-dichloro-2-methyl-1,3-benzothiazole